Methyl (2S)-6-{[(tert-butoxy)carbonyl]amino}-2-{[({4-oxo-1-[2-(propan-2-yloxy)ethyl]-2-sulfanylidene-1H,2H,3H,4H,5H-pyrrolo[3,2-d]pyrimidin-5-yl}methoxy)carbonyl]amino}hexanoate C(C)(C)(C)OC(=O)NCCCC[C@@H](C(=O)OC)NC(=O)OCN1C=CC=2N(C(NC(C21)=O)=S)CCOC(C)C